5-{3-[(2-methyl-phenyl)methyl]-1,2,4-oxadiazol-5-yl}-1-(propan-2-yl)-1H-1,2,3-benzotriazole CC1=C(C=CC=C1)CC1=NOC(=N1)C1=CC2=C(N(N=N2)C(C)C)C=C1